1,4'-bipiperidyl N1(CCCCC1)C1CCNCC1